(2S,4R)-1-(2-(3-acetyl-5-(2-methylpyrimidin-5-yl)-1H-indazol-1-yl)acetyl)-N-(6-cyclopropylpyridin-2-yl)-4-fluoropyrrolidine-2-carboxamide C(C)(=O)C1=NN(C2=CC=C(C=C12)C=1C=NC(=NC1)C)CC(=O)N1[C@@H](C[C@H](C1)F)C(=O)NC1=NC(=CC=C1)C1CC1